O1CCN(CC1)C=1C2=C(N=CN1)NC(=C2)C2=CC=C(C=C2)NC=2C=NC(=NC2)CN2CCN(CC2)C(C=C)=O 1-(4-((5-((4-(4-morpholino-7H-pyrrolo[2,3-d]pyrimidin-6-yl)phenyl)amino)pyrimidin-2-yl)methyl)piperazin-1-yl)prop-2-en-1-one